tert-butyl (2S,5R)-4-benzyl-2-(3,4-difluorophenyl)-5-methyl-piperazine-1-carboxylate C(C1=CC=CC=C1)N1C[C@@H](N(C[C@H]1C)C(=O)OC(C)(C)C)C1=CC(=C(C=C1)F)F